ClC=1N=NC(=CC1C1(CCC(CC1)(F)F)C(=O)OCC)Cl Ethyl 1-(3,6-dichloropyridazin-4-yl)-4,4-difluorocyclohexanecarboxylate